(2,4-di-tert-butylphenoxy)-4,4-biphenyl C(C)(C)(C)C1=C(OC2=CC=C(C=C2)C2=CC=CC=C2)C=CC(=C1)C(C)(C)C